2-chlorophenyl-methylsulfone ClC1=C(C=CC=C1)CS(=O)(=O)CC1=C(C=CC=C1)Cl